Tert-butyl (E)-(5-fluoro-6-(3-(4-methoxy-3-(1-methyl-1H-1,2,4-triazol-3-yl)-5-nitrophenyl)acryloyl)pyridin-2-yl)carbamate FC=1C=CC(=NC1C(\C=C\C1=CC(=C(C(=C1)[N+](=O)[O-])OC)C1=NN(C=N1)C)=O)NC(OC(C)(C)C)=O